10-(4-trifluoromethylphenyl)phenothiazine FC(C1=CC=C(C=C1)N1C2=CC=CC=C2SC=2C=CC=CC12)(F)F